NC1=C(C=CC2=CC=CC=C12)N=NC=1C=NC(=CC1)C1=C(C(=CC=C1)C)C 4-amino-3-[6-(2,3-dimethylphenyl)pyridine-3-ylazo]naphthalene